C1(CC2C(CC1)O2)CCCC[Si](OC)(OC)OC δ-(3,4-epoxycyclohexyl)butyl-trimethoxysilane